1-(2-(3-methyl-4-(trifluoromethyl)benzyl)-2,8-diazaspiro[4.5]decane-8-carbonyl)-1H-pyrazole-3-carboxylic acid CC=1C=C(CN2CC3(CC2)CCN(CC3)C(=O)N3N=C(C=C3)C(=O)O)C=CC1C(F)(F)F